tri-creatine malate C(C(O)CC(=O)O)(=O)O.O=C(O)CN(C)C(N)=N.O=C(O)CN(C)C(N)=N.O=C(O)CN(C)C(N)=N